CC(C[C@@H](C(=O)O)NC(C(CCCCCCCCCCCCCC)=O)=O)C (S)-4-Methyl-2-(2-oxohexadecanamido)pentanoic acid